3-(6-azaspiro[3.5]non-8-en-8-yl)-1H-pyrrolo[2,3-b]pyridine C1CCC12CNCC(=C2)C2=CNC1=NC=CC=C12